ClC=1N=C(C2=C(N1)SC=N2)SC 5-Chloro-7-methylsulfanyl-thiazolo[5,4-d]pyrimidine